C12(CC(C1)C2)C=2SC(=C(N2)C=2C(=C(C=CC2)NS(=O)(=O)C2=C(C=CC=C2F)C2CC2)F)C2=NC(=NC=C2)NC2CC1(CS(C1)(=O)=O)C2 N-(3-(2-(bicyclo[1.1.1]pent-1-yl)-5-(2-((2,2-dioxo-2-thiaspiro[3.3]hept-6-yl)-amino)pyrimidin-4-yl)thiazol-4-yl)-2-fluorophenyl)-2-cyclopropyl-6-fluorobenzenesulfonamide